8-[(2,5-Dioxopyrrolidin-1-yl)oxy]-N-(2-{[α-D-mannopyranosyl-(1→3)-[α-D-mannopyranosyl-(1→6)]-β-D-mannopyranosyl]oxy}ethyl)-8-oxo-octanamide O=C1N(C(CC1)=O)OC(CCCCCCC(=O)NCCO[C@H]1[C@@H](O)[C@@H](O[C@@H]2[C@@H](O)[C@@H](O)[C@H](O)[C@H](O2)CO)[C@H](O)[C@H](O1)CO[C@@H]1[C@@H](O)[C@@H](O)[C@H](O)[C@H](O1)CO)=O